2'-chloro-3,4'-bidibenzo[b,d]thiophene ClC1=C(C2=C(SC3=C2C=CC=C3)C=C1)C1=CC=CC=3SC2=C(C31)C=CC=C2